N1=CC=C(C=C1)C=1C=CC=NC1 4,5-bIpyridyl